C1NCC12CCN(CC2)C=2C1=CN(N=C1C(=CC2)C(=O)NC=2C=C(C=1N(C2)C=C(N1)C)F)C 4-{2,7-diazaspiro[3.5]nonan-7-yl}-N-{8-fluoro-2-methylimidazo[1,2-a]pyridin-6-yl}-2-methylindazole-7-carboxamide